2-((8-amino-7-fluoro-6-(7-methyl-2-oxo-2,3-dihydro-1H-pyrrolo[3,2-b]pyridin-6-yl)isoquinolin-3-yl)amino)-6-methyl-5,6-dihydro-4H-pyrazolo[1,5-d][1,4]diazepin-7(8H)-one NC=1C(=C(C=C2C=C(N=CC12)NC1=NN2CC(N(CCC2=C1)C)=O)C=1C(=C2C(=NC1)CC(N2)=O)C)F